1-Azabicyclo[3.2.2]nonan-4-yl (2-(4'-(2-(oxetan-3-yl)ethoxy)-[1,1'-biphenyl]-4-yl)propan-2-yl)carbamate O1CC(C1)CCOC1=CC=C(C=C1)C1=CC=C(C=C1)C(C)(C)NC(OC1CCN2CCC1CC2)=O